tert-butyl 3-(4-(4-acetylpiperazine-1-carbonyl)-3-chlorophenylamino)azetidine-1-carboxylate C(C)(=O)N1CCN(CC1)C(=O)C1=C(C=C(C=C1)NC1CN(C1)C(=O)OC(C)(C)C)Cl